1-{3-[3-(2-hydroxyphenyl)cinnolin-7-yl]azetidin-1-yl}ethanone OC1=C(C=CC=C1)C=1N=NC2=CC(=CC=C2C1)C1CN(C1)C(C)=O